ClC1=CC(=NC(=C1)C(F)(F)F)C1(CC(=NO1)C1=CC(=C(C(=O)OC)C=C1)C)C(F)(F)F methyl 4-(5-(4-chloro-6-(trifluoromethyl) pyridin-2-yl)-5-(trifluoromethyl)-4,5-dihydroisoxazol-3-yl)-2-methylbenzoate